(3-chloro-6-(difluoromethyl)-2-fluorophenyl)-1-methyl-6-oxo-1,6-dihydropyrimidine-2-carboxylic acid ClC=1C(=C(C(=CC1)C(F)F)C=1N=C(N(C(C1)=O)C)C(=O)O)F